FC=1C=C(CN(C23CCC(CC2)(CC3)C(=O)OC)C)C=CC1[N+](=O)[O-] methyl 4-((3-fluoro-4-nitrobenzyl)(methyl)amino)bicyclo[2.2.2]octane-1-carboxylate